((1s,4r,7s)-7-(3,5-dimethylphenyl)-1-methyl-2-azaspiro[3.5]non-2-yl)((1s,3r)-3-hydroxy-3-methylcyclobutyl)methanone CC=1C=C(C=C(C1)C)C1CCC2(CN([C@H]2C)C(=O)C2CC(C2)(C)O)CC1